Benzyl ((S)-((S)-3,3-difluorocyclohexyl)(2-(((3R,5R)-2-oxo-5-(trifluoromethyl)piperidin-3-yl)methyl)imidazo[1,2-b][1,2,4]triazin-6-yl)methyl)carbamate FC1(C[C@H](CCC1)[C@@H](C=1N=C2N(N=C(C=N2)C[C@@H]2C(NC[C@@H](C2)C(F)(F)F)=O)C1)NC(OCC1=CC=CC=C1)=O)F